C(C)(=O)N1C[C@@H](CC1)OC=1C=CC(=NC1)NC([C@@H](C1=CC=CC=C1)NCCC1=CC=C(C=C1)C#N)=O |&1:5| (R,R)- and (R,S)-N-(5-((1-acetylpyrrolidin-3-yl)oxy)pyridin-2-yl)-2-((4-cyanophenEthyl)amino)-2-phenylacetamide